N[C@H]1CN(CCC1)C1=C2C(=NC=C1Br)NC=C2[N-]CC(C)C (R)-N-(4-(3-aminopiperidin-1-yl)-5-bromo-1H-pyrrolo[2,3-b]pyridin-3-yl)isobutylamide